rac-(1S*,2S*)-2-(3-cyano-6-methylpyridin-2-yl)cyclopropane-1-carboxylic acid C(#N)C=1C(=NC(=CC1)C)[C@@H]1[C@H](C1)C(=O)O |r|